C(#N)C1=CC=C2C=C(NC2=C1)C(=O)N[C@H](C(=O)N[C@H](C(=O)OC)C[C@H]1C(NCCC1)=O)CC1CC1 methyl (2S)-2-[[(2S)-2-[(6-cyano-1H-indole-2-carbonyl)amino]-3-cyclopropyl-propanoyl] amino]-3-[(3S)-2-oxo-3-piperidyl]propanoate